N-(2-bromo-4-chloro-6-methoxyphenyl)-2,2,2-trifluoroacetamide BrC1=C(C(=CC(=C1)Cl)OC)NC(C(F)(F)F)=O